methyl-phosphonate CP([O-])([O-])=O